estra-5-ene C[C@@]12CCC[C@H]1[C@@H]1CC=C3CCCC[C@@H]3[C@H]1CC2